N-[6-(2,2-difluoroethoxy)-5-fluoro-2-methoxy-3-pyridyl]-2-(2-fluoroethyl)-1-keto-isoquinoline-5-sulfonamide FC(COC1=C(C=C(C(=N1)OC)NS(=O)(=O)C=1C=2C=CN(C(C2C=CC1)=O)CCF)F)F